(benzyloxy)-2-fluoro-1-nitrobenzene C(C1=CC=CC=C1)OC=1C(=C(C=CC1)[N+](=O)[O-])F